C(C)C1=C(CCN1C)C 5-ethyl-1,4-dimethyl-2,3-dihydro-1H-pyrrole